ClC=1C=C(C=C(C1)N1CCS(CC1)(=O)=O)C(=O)N1CCN(CC1)C=1OC=2C(=NC(=CC2)C)N1 [3-Chloro-5-(1,1-dioxo-1,4-thiazinan-4-yl)phenyl]-[4-(5-methyl-[1,3]oxazolo[4,5-b]pyridin-2-yl)piperazin-1-yl]methanone